N-((1S)-1-(6-(4-cyano-2-(trifluoromethyl)pyridin-3-yl)-5-fluoro-1-neopentyl-1H-indol-3-yl)-2,2-difluoroethyl)cyclopropanesulfonamide C(#N)C1=C(C(=NC=C1)C(F)(F)F)C1=C(C=C2C(=CN(C2=C1)CC(C)(C)C)[C@@H](C(F)F)NS(=O)(=O)C1CC1)F